(4-bromo-2-methylphenoxy)-tert-butyl acetate C(C)(=O)OC(COC1=C(C=C(C=C1)Br)C)(C)C